CC1(NN=CC=C1)CCC(C(=O)N)(CCCCCC(=O)N)CCC1(NN=CC=C1)C bis(2-(3-methyl-3H-diazin-3-yl)ethyl)octanediamide